N-(4-((2-amino-3-cyclopropylpyridin-4-yl)oxy)-3,5-difluorophenyl)-1-(pyridin-2-yl)-5-(Trifluoromethyl)-1H-pyrazole-4-carboxamide NC1=NC=CC(=C1C1CC1)OC1=C(C=C(C=C1F)NC(=O)C=1C=NN(C1C(F)(F)F)C1=NC=CC=C1)F